(S)-1-(2-((S)-1-Phenylethylamino)pyrimidin-4-yl)pyrrolidine-2-carboxylic acid methyl ester COC(=O)[C@H]1N(CCC1)C1=NC(=NC=C1)N[C@@H](C)C1=CC=CC=C1